The molecule is the 3,4,9,10-tetracarboxylic diimide derivative of perylene. It has a role as a fluorochrome. It is an organic heteropolycyclic compound and a dicarboximide. C1=CC2=C3C(=CC=C4C3=C1C5=C6C4=CC=C7C6=C(C=C5)C(=O)NC7=O)C(=O)NC2=O